C1(CC1)C1=C(C=CC=C1)C=1C=CC2=C(B(OC23CN(CC3)C(=O)C3=NC=C(C=C3)F)O)C1 (6-(2-cyclopropylphenyl)-1-hydroxy-1H-spiro[benzo[c][1,2]oxaborol-3,3'-pyrrolidin]-1'-yl)(5-fluoropyridin-2-yl)methanone